C1(CC1)C=1NC2=C(C(=CC=C2C1C=O)Cl)Cl 2-CYCLOPROPYL-6,7-DICHLORO-1H-INDOLE-3-CARBOXALDEHYDE